N-[4-fluoro-2-methyl-5-[[4-(trifluoromethoxy)phenyl]methylcarbamoyl]phenyl]-2-methyl-1,3-thiazole-5-carboxamide FC1=CC(=C(C=C1C(NCC1=CC=C(C=C1)OC(F)(F)F)=O)NC(=O)C1=CN=C(S1)C)C